tert-Butyl (3-cyano-7-fluoro-4-(5-fluoro-3-((R)-3-(4-(2-hydroxy-2-methylpropyl)piperazin-1-yl)pyrrolidin-1-yl)-7,9-dihydrofuro[3,4-f]quinazolin-6-yl)thieno[3,2-c]pyridin-2-yl)carbamate C(#N)C1=C(SC2=C1C(=NC=C2F)C=2C1=C(C=3C=NC(=NC3C2F)N2C[C@@H](CC2)N2CCN(CC2)CC(C)(C)O)COC1)NC(OC(C)(C)C)=O